C(CCCCCCC)N1SC=CC1=O 2-n-octyl-4-isothiazoline-3-one